C1C(CC2=CC=CC=C12)C(=O)N[C@@H](CCOC1CC(C1)CCC1=NC=2NCCCC2C=C1)C(=O)O N-(2,3-dihydro-1H-indene-2-carbonyl)-O-(3-(2-(5,6,7,8-tetrahydro-1,8-naphthyridin-2-yl)ethyl)cyclobutyl)homoserine